Perylene-3-sulfonic acid C1=CC(=C2C=CC=C3C4=CC=CC5=CC=CC(C1=C23)=C45)S(=O)(=O)O